OCC1=C(N=C(S1)NC1=C(C=CC=C1)S(=O)(=O)N)C1=CC=NC=C1 ((5-(hydroxymethyl)-4-(pyridin-4-yl)thiazol-2-yl)amino)benzenesulfonamide